C1(CC1)NC(=O)C1=NC(=NC(=C1)C)N1C[C@@H](CC1)COC1=C(C=CC=C1)C(F)(F)F |r| (±)-N-Cyclopropyl-6-methyl-2-(3-((2-(trifluoromethyl)phenoxy)methyl)pyrrolidin-1-yl)pyrimidine-4-carboxamide